3-[3-[[ethyl(methyl)sulfamoyl]amino]-2-fluoro-benzoyl]-5-(6-piperazin-1-yl-3-pyridyl)-1H-pyrrolo[2,3-b]pyridine C(C)N(S(=O)(=O)NC=1C(=C(C(=O)C2=CNC3=NC=C(C=C32)C=3C=NC(=CC3)N3CCNCC3)C=CC1)F)C